6-amino-N-(2-{4-amino-7-oxa-2-azaspiro[4.5]decan-2-yl}-4-fluoro-5,6,7,8-tetrahydroquinolin-6-yl)-2-methylthieno[2,3-d][1,3]thiazole-5-carboxamide NC1=C(SC=2N=C(SC21)C)C(=O)NC2CC=1C(=CC(=NC1CC2)N2CC1(C(C2)N)COCCC1)F